FCCCN1C[C@H](CC1)NC=1C=NC=CC1 N-((S)-1-(3-fluoropropyl)tetrahydropyrrol-3-yl)pyridin-3-amine